3-propyl-bipyridine C(CC)C=1C(=NC=CC1)C1=NC=CC=C1